1-(tert-Butoxycarbonyl)azetidine-2-carboxylic acid C(C)(C)(C)OC(=O)N1C(CC1)C(=O)O